4-methoxychalcone COC1=CC=C(C=C1)\C=C\C(=O)C1=CC=CC=C1